BrC1=C(N=C2C=3C=C(C=NC3C=CN21)C=2C=CC(=NC2)C2CN(C2)C(=O)OC(C)(C)C)C2=C(C=CC=C2Cl)Cl tert-Butyl 3-(5-(3-bromo-2-(2,6-dichlorophenyl)imidazo[2,1-f][1,6]naphthyridin-9-yl)pyridin-2-yl)azetidine-1-carboxylate